7-((4-hydroxy-2-methyl-butan-2-yl)oxy)-3-(6-(methyl(2,2,6,6-tetramethylpiperidin-4-yl)amino)pyridazin-3-yl)naphthalen-2-ol OCCC(C)(C)OC1=CC=C2C=C(C(=CC2=C1)O)C=1N=NC(=CC1)N(C1CC(NC(C1)(C)C)(C)C)C